2-(2,3,3a,4,6,6a-hexahydro-1H-pyrrolo[2,3-c]pyrrol-5-yl)-N-(1H-benzimidazol-2-ylmethyl)-8-bromo-pyrazolo[1,5-a][1,3,5]triazin-4-amine N1CCC2C1CN(C2)C2=NC=1N(C(=N2)NCC2=NC3=C(N2)C=CC=C3)N=CC1Br